C(OC1=CC=C(C=C1)[N+](=O)[O-])(OC1(CCC1)C(F)(F)F)=O 4-Nitrophenyl (1-(trifluoromethyl)cyclobutyl) carbonate